C1=C2C=CC3=C4C(=CC5=CC=C(C=C1)C2=C53)C=CC=C4 benzo[b]pyrene